NC1=C(C=C(C=2C(C3=CC=CC=C3C(C12)=O)=O)NC1=CC=CC=C1)S(=O)(=O)[O-] 1-amino-4-phenylamino-9,10-dioxo-9,10-dihydroanthracene-2-sulfonate